iminocoumarine N=C1C(OC2=CC=CC=C2C1)=O